N-((6-cyanopyridin-3-yl)methyl)-6-(3-(1,3-dimethyl-1H-pyrazol-4-yl)-7,8-dihydro-1,6-naphthyridin-6(5H)-yl)-5-methylnicotinamide C(#N)C1=CC=C(C=N1)CNC(C1=CN=C(C(=C1)C)N1CC=2C=C(C=NC2CC1)C=1C(=NN(C1)C)C)=O